(R)-8-chloro-N-(pyrrolidin-3-yl)quinolin-6-amine hydrochloride Cl.ClC=1C=C(C=C2C=CC=NC12)N[C@H]1CNCC1